(S)-3-((S)-sec-butyl)-N-(1-(oxetan-3-yl)azetidin-3-yl)-2-oxo-1,2,3,5-tetrahydro-4H-benzo[e][1,4]diazepine-4-carboxamide [C@H](C)(CC)[C@@H]1N(CC2=C(NC1=O)C=CC=C2)C(=O)NC2CN(C2)C2COC2